C1N(CCC2=CC=CC=C12)C[C@H](CN1CCN(C2=C(C1=O)C=CC(=C2)OCC2=NC=C(C=C2)F)C)O 4-[(2R)-3-(3,4-dihydro-1H-isoquinolin-2-yl)-2-hydroxy-propyl]-8-[(5-fluoro-2-pyridyl)methoxy]-1-methyl-2,3-dihydro-1,4-benzodiazepin-5-one